2-(2-((2-(3-(1-acetylpiperidin-4-yl)-5'-fluoro-1'-methyl-1H,1'H-[4,6'-biindazol]-1-yl)acetamido)methyl)thiazol-4-yl)acetic acid C(C)(=O)N1CCC(CC1)C1=NN(C=2C=CC=C(C12)C1=C(C=C2C=NN(C2=C1)C)F)CC(=O)NCC=1SC=C(N1)CC(=O)O